[O-2].[La+3].[Al+3].[Al+3] dialuminum-lanthanum oxide